2-((S)-1-(4-(6-((5-Chloro-2-fluorobenzyl)oxy)pyridin-2-yl)piperidin-1-yl)ethyl)-3-(((S)-oxetan-2-yl)methyl)-3H-imidazo[4,5-b]pyridine-5-carboxylate ClC=1C=CC(=C(COC2=CC=CC(=N2)C2CCN(CC2)[C@@H](C)C2=NC=3C(=NC(=CC3)C(=O)[O-])N2C[C@H]2OCC2)C1)F